3-((2-acryloyl-1,2,3,4-tetrahydroisoquinolin-7-yl)oxy)benzonitrile C(C=C)(=O)N1CC2=CC(=CC=C2CC1)OC=1C=C(C#N)C=CC1